CN(C1=CC=C(C=N1)NC1=NC=CC=2C(=C(C=CC12)C)N)C N1-(6-(dimethylamino)pyridin-3-yl)-6-methylisoquinoline-1,5-diamine